[Co]=[Se] Cobalt(II)-selenid